6-(1-methylpiperidin-4-yl)pyrazolo[1,5-a]pyridine CN1CCC(CC1)C=1C=CC=2N(C1)N=CC2